(S)-2-(1-(6-(4-fluoro-1H-pyrazol-1-yl)pyridin-3-yl)ethyl)-2,8-diazaspiro[4.5]decan-3-one FC=1C=NN(C1)C1=CC=C(C=N1)[C@H](C)N1CC2(CC1=O)CCNCC2